calcium silicate, hydrate O.[Si]([O-])([O-])([O-])[O-].[Ca+2].[Ca+2]